FC1=C(C=C(C(=C1)N1C[C@H](N([C@H](C1)C)C)C)NC(=O)C1=CNC(C=C1C(F)(F)F)=O)C=1CCN(CC1)C(=O)OC(C)C |r| propan-2-yl 4-[2-fluoro-5-[[6-oxo-4-(trifluoromethyl)-1H-pyridine-3-carbonyl]amino]-4-[rac-(3R,5S)-3,4,5-trimethylpiperazin-1-yl]phenyl]-3,6-dihydro-2H-pyridine-1-carboxylate